C(CC(O)(C(=O)O)CC(=O)O)(=O)O.FC(OC1=C(C=CC=C1)C1CCN(CC1)[C@H]1CC2(CN(C2)C(=O)C2COC2)CC1)F (R)-(6-(4-(2-(difluoromethoxy)phenyl)piperidin-1-yl)-2-azaspiro[3.4]octan-2-yl)(oxetan-3-yl)methanone citrate salt